N1(CCCC2=CC=CC=C12)CCC(=O)NC1=NN(C=C1)C 3-(3,4-dihydroquinolin-1(2H)-yl)-N-(1-methyl-1H-pyrazol-3-yl)propanamide